2,2-bis(β-hydroxyethoxyphenyl)propane OCCOC1=C(C=CC=C1)C(C)(C)C1=C(C=CC=C1)OCCO